3-(2,5,8,11,14,17-Hexaoxabicyclo[16.4.0]docosa-1(22),18,20-trien-3-yl)-2,5,8,11,14,17-hexaoxabicyclo[16.4.0]docosa-1(22),18,20-triene C=12OC(COCCOCCOCCOCCOC2=CC=CC1)C1OC2=CC=CC=C2OCCOCCOCCOCCOC1